C(C)(C)(C)P(C(C)(C)C)=[Se] di-t-butylphosphine selenide